OC[C@@H]1O[C@@H](CN(C1)CC(=O)NC=1C=C(C(=NC1)C)NC(=O)C=1C=NN2C1SC(=C2)C=2C=NN(C2)C)C N-(5-(2-(cis-2-(hydroxymethyl)-6-methylmorpholino)acetamido)-2-methylpyridin-3-yl)-2-(1-methyl-1H-pyrazol-4-yl)pyrazolo[5,1-b]thiazole-7-carboxamide